N-n-tridecanoyl-aspartic acid C(CCCCCCCCCCCC)(=O)N[C@@H](CC(=O)O)C(=O)O